COC1=CC=C(C=N1)CN=S1(CCN(CC1)C1=CC=C(C=N1)C=1C=2N(C=C(C1)C=1C=NN(C1)C)N=CC2C#N)=O 4-(6-(1-(((6-methoxypyridin-3-yl)methyl)imino)-1-oxothiomorpholinyl)pyridin-3-yl)-6-(1-methyl-1H-pyrazole-4-yl)pyrazolo[1,5-a]pyridine-3-carbonitrile